ClC=1C(=C(CN2[C@@H](C[C@@](CC2)(C(=O)O)CC2=NC(=C(C(=C2)C=2C=NC=CC2)F)NC2=NNC(=C2)C)C)C=CC1)F (2R,4R)-1-(3-chloro-2-fluorobenzyl)-4-((5'-fluoro-6'-((5-methyl-1H-pyrazol-3-yl)amino)-[3,4'-bi-pyridin]-2'-yl)methyl)-2-methyl-piperidine-4-carboxylic acid